(2R)-6-chloro-2-fluoro-1,1-dioxo-3,5-dihydro-2H-4,1λ6-benzoxathiepine-8-carboxylic acid ClC1=CC(=CC2=C1COC[C@@H](S2(=O)=O)F)C(=O)O